IC[C@H](N)C(=O)O β-iodo-L-alanine